(R)-6-(1-(4-fluorophenyl)ethyl)-3-methyl-N-(2-(pyrrolidin-1-yl)ethyl)-1,2,4-triazin-5-amine FC1=CC=C(C=C1)[C@@H](C)C1=C(N=C(N=N1)C)NCCN1CCCC1